CSC=1N=C(C=2N=CN([C@H]3[C@H](O)[C@H](O)[C@@H](CO)O3)C2N1)NC(CC(=C)C)O 2-methylthio-(N6-(cis-hydroxyisopentenyl)adenosine)